2-[4-(2-(5-[(3R,5R)-3-amino-5-fluoropiperidine-1-carbonyl]-7-methoxy-1-methyl-1H-1,3-benzodiazol-2-yl)-1-(cyclopropylmethyl)-1H-pyrrolo[2,3-b]pyridin-6-yl)phenoxy]acetamide N[C@H]1CN(C[C@@H](C1)F)C(=O)C1=CC2=C(N(C(=N2)C2=CC=3C(=NC(=CC3)C3=CC=C(OCC(=O)N)C=C3)N2CC2CC2)C)C(=C1)OC